(1S,3S)-3-((6-(3-methyl-4-(((2-phenylethyl)sulfonamido)methyl)isoxazol-5-yl)Pyridin-3-yl)oxy)cyclohexane-1-carboxylic Acid CC1=NOC(=C1CNS(=O)(=O)CCC1=CC=CC=C1)C1=CC=C(C=N1)O[C@@H]1C[C@H](CCC1)C(=O)O